C1(CC1)C1=CC(=CC(=N1)N)C1=C(C=C(C=C1)F)C1=NN=CN1C 6-Cyclopropyl-4-(4-fluoro-2-(4-methyl-4H-1,2,4-triazol-3-yl)phenyl)pyridin-2-amine